C(OO[Si](C)(C)C(C)(C)C)(OC(CCC)CCCCCC)=O (tert-butyldimethylsilyloxy) decan-4-yl carbonate